N,N-dihexyl-3-chloropropylamine C(CCCCC)N(CCCCCC)CCCCl